4-{[3-(4-{[1-(2,3-dihydroxypropyl)piperidin-4-yl]amino}-1-(2,2,2-trifluoroethyl)-1H-indol-2-yl)prop-2-yn-1-yl]amino}benzene-1-sulfonamide OC(CN1CCC(CC1)NC1=C2C=C(N(C2=CC=C1)CC(F)(F)F)C#CCNC1=CC=C(C=C1)S(=O)(=O)N)CO